CC(C)CCCCCCCCC/C=C/C=O The molecule is an enal consisting of tetradec-2-enal substituted at position 13 by a methyl group. It is an enal, a monounsaturated fatty aldehyde and a 13-methyltetradecenal.